ClC=1C(=NN(C(C1Cl)=O)C(C(=O)O)C)F 2-(4,5-dichloro-3-fluoro-6-oxo-pyridazin-1-yl)propanoic acid